zinc di(itaconate) salt C(C(=C)CC(=O)[O-])(=O)[O-].C(C(=C)CC(=O)[O-])(=O)[O-].[Zn+2].[Zn+2]